(Glycine) HCl Cl.NCC(=O)O